({5-amino-3-bromo-4-[(2-chloro-5-fluorophenyl)carbonyl]-2-methoxyphenyl}methyl)(methyl)carbamic acid 2-methylpropan-2-yl ester CC(C)(C)OC(N(C)CC1=C(C(=C(C(=C1)N)C(=O)C1=C(C=CC(=C1)F)Cl)Br)OC)=O